(1r,4r)-4-(3-chloroanilino)-2'-{2-[(2-methoxypyridin-4-yl)oxy]ethyl}-2',3'-dihydrospiro[cyclohexane-1,1'-indene]-4-carboxylic acid ClC=1C=C(NC2(CCC3(C(CC4=CC=CC=C34)CCOC3=CC(=NC=C3)OC)CC2)C(=O)O)C=CC1